OC1=C(C=C(C=C1CO)C(CC(C)(C)C)(C)C)CO 2-hydroxy-5-(1,1,3,3-tetramethylbutyl)-1,3-benzenedimethanol